Cl.NCC(CO)CC1=C(C=CC=C1)Br 3-amino-2-(2-bromobenzyl)propan-1-ol hydrochloride